C(CCCCCCCCCCCC=CCCC)(=O)O 13-Heptadecenoic acid